CN1CC2(C1)CC(C2)C=2SC1=C(N2)C=C(C=C1)B1OC(C(O1)(C)C)(C)C 2-(2-methyl-2-Azaspiro[3.3]heptan-6-yl)-5-(4,4,5,5-tetramethyl-1,3,2-dioxaborolan-2-yl)benzo[d]thiazole